NC1=NC=NC=2N(C(OCC21)=O)C(C)C 5-amino-1-(propan-2-yl)-1,4-dihydro-2H-pyrimido[4,5-d][1,3]oxazin-2-one